CN(C1=NC=CC=C1B(O)O)C 2-(DIMETHYLAMINO)PYRIDINE-3-BORONIC ACID